[F-].[Er+3].[F-].[F-] erbium(III) fluoride